2-amino-3-chloronaphthalene-1,4-dione NC=1C(C2=CC=CC=C2C(C1Cl)=O)=O